C1(=C(C=CC=C1)N(C1=CC=C(C=C1)B(O)O)C1=CC=2C(C3=CC=CC=C3C2C=C1)(C)C)C1=CC=CC=C1 (4-([1,1'-biphenyl]-2-yl-(9,9-dimethyl-9H-fluoren-2-yl)amino)phenyl)boronic acid